N[C@@H](C(=O)OCC1=CC=CC=C1)CNC(C1=CC(=CC(=C1)F)C1=C(C=NN1CC)Cl)=O (R)-benzyl 2-amino-3-(3-(4-chloro-1-ethyl-1H-pyrazol-5-yl)-5-fluorobenzamido)propanoate